[Cl-].C(C)[N+](CCCCCCCCCCCCCCCC)(CC)CCC[Si](OC)(OC)OC N,N-diethyl-N-hexadecyl-(3-trimethoxysilylpropyl)ammonium chloride